C(C)(=O)NC1=CC=C(C(=O)NNC(=O)C2C(CCCC2)C(=O)O)C=C1 2-(2-(4-acetamidobenzoyl)hydrazine-1-carbonyl)cyclohexane-1-carboxylic acid